COC=1C=C(C=CC1OC)C1=NC(=NO1)C1CCNCC1 5-(3,4-dimethoxyphenyl)-3-(piperidin-4-yl)-1,2,4-oxadiazole